methyl (1S,4r)-4-(methyl((S)-2,2,2-trifluoro-1-(4-((1-(pyridazin-3-yl)-5-(trifluoromethyl)-1H-pyrazol-4-yl)amino)phenyl)ethyl)carbamoyl)cyclohexane-1-carboxylate CN(C(=O)C1CCC(CC1)C(=O)OC)[C@H](C(F)(F)F)C1=CC=C(C=C1)NC=1C=NN(C1C(F)(F)F)C=1N=NC=CC1